Cl.FC1=C(C=CC(=C1)[C@@H]1NC[C@@H](C1)O)C=1N=C2SC3=C(N2C1)C=CC(=C3)C(=O)NC3CCOCC3 2-(2-fluoro-4-((cis)-4-hydroxypyrrolidin-2-yl)phenyl)-N-(tetrahydro-2H-pyran-4-yl)benzo[d]imidazo[2,1-b]thiazole-7-carboxamide hydrochloride